Cl.N1CCC(CC1)=O 4-piperidinone-HCl